(S)-5,8,8-trimethyl-5-(3-(methyl(pyrimidin-2-yl)amino)phenyl)-5,8,9,10-tetrahydrobenzo[b][1,8]naphthyridin-6(7H)-one C[C@]1(C2=C(NC=3N=CC=CC13)CC(CC2=O)(C)C)C2=CC(=CC=C2)N(C2=NC=CC=N2)C